NC(CN1CCN(CC1)C(=O)OC(C)(C)C)C1=CC(=C(C=C1)F)F tert-butyl 4-[2-amino-2-(3,4-difluorophenyl)ethyl]piperazine-1-carboxylate